methyl trifluorovinyl telluride FC(=C(F)F)[Te]C